(2R,6S)-2,6-dimethyl-4-[6-(trifluoromethyl)-1,3-benzothiazol-2-yl]piperazine-1-carbonyl chloride C[C@H]1N([C@H](CN(C1)C=1SC2=C(N1)C=CC(=C2)C(F)(F)F)C)C(=O)Cl